Cl.ClCC=1N=C2N(C(=CC(=C2)C)C)C1 2-(chloromethyl)-5,7-dimethylimidazo[1,2-a]Pyridine hydrochloride